FC1(C(CNCC1)C1=CN=C(C(=N1)CO)OC)F [6-(4,4-difluoropiperidin-3-yl)-3-methoxypyrazin-2-yl]methanol